N-((2R)-1-(7-(4-fluorophenyl)-9-methyl-10-oxo-3,9-diazaspiro[5.5]undecan-3-yl)-3-methyl-1-oxobutan-2-yl)-4-methylpicolinamide FC1=CC=C(C=C1)C1C2(CCN(CC2)C([C@@H](C(C)C)NC(C2=NC=CC(=C2)C)=O)=O)CC(N(C1)C)=O